2-(2-Hydroxypropan-2-yl)-N'-((2-isopropyl-3-methyl-6,7-dihydro-5H-cyclopenta[b]pyridin-4-yl)carbamoyl)thiazole-5-sulfonimidamide OC(C)(C)C=1SC(=CN1)S(=O)(N)=NC(NC1=C2C(=NC(=C1C)C(C)C)CCC2)=O